COC(NCC1=C(C=CC=C1)C1=CSC(=C1)C(C)NC1=NN=CC2=CC=C(C=C12)N1CCOCC1)=O methyl(2-(5-(1-((7-morpholinophthalazin-1-yl)amino)ethyl)thiophen-3-yl)benzyl)carbamate